C(N)(=O)C1=CC=C(C=N1)NC(=O)[C@@H]1CC12CCN(CC2)C(=O)OC(C(F)(F)F)C(F)(F)F |r| 1,1,1,3,3,3-hexafluoropropan-2-yl (±)-1-((6-carbamoylpyridin-3-yl)carbamoyl)-6-azaspiro[2.5]octane-6-carboxylate